COC1=CC=C(C=C1)N1C(NC=C(C1=O)C(=O)N)=O 3-(4-methoxyphenyl)-2,4-dioxo-1,2,3,4-tetrahydropyrimidine-5-carboxamide